6-(3-(2-bromo-5-(4-methylpiperazin-1-yl)phenyl)piperazin-1-yl)pyrimidine-2,4-diamine BrC1=C(C=C(C=C1)N1CCN(CC1)C)C1CN(CCN1)C1=CC(=NC(=N1)N)N